C(C)[Sn](CC)(Cl)Cl diethyltin chloride